[C@H]12[C@H](C[C@H](CC1)O2)C(=O)O (1R,2S,4S)-7-oxabicyclo[2.2.1]heptane-2-carboxylic acid